3,3-dimethylbutylmethacrylat CC(CCOC(C(=C)C)=O)(C)C